N1C=C(C2=CC=CC=C12)CCNC=1C=2N=CN([C@H]3[C@H](O)[C@H](O)[C@@H](CO)O3)C2N=CN1 N6-(Indol-3-yl)ethyladenosine